C(CCC)C1CCCCC1 (1s,4R)-4-butylcyclohexane